(6-{6,6-difluoro-3-azabicyclo[3.1.0]hex-3-yl}-2-vinylpyridin-3-yl)methanol FC1(C2CN(CC12)C1=CC=C(C(=N1)C=C)CO)F